beta-alanine NCCC(=O)O